4-(4-Hydroxypiperidin-1-yl)-N-(5-((6-methoxy-7-(3-morpholinopropoxy)chinolin-4-yl)oxy)pyridin-2-yl)picolinamid OC1CCN(CC1)C1=CC(=NC=C1)C(=O)NC1=NC=C(C=C1)OC1=CC=NC2=CC(=C(C=C12)OC)OCCCN1CCOCC1